C1(CCCCC1)O\N=C(/COC1=CC(=NN1C)C(F)(F)F)\C1=C(C=C(C=C1)Cl)Cl (Z)-1-(2,4-dichlorophenyl)-2-((1-methyl-3-(trifluoromethyl)-1H-pyrazol-5-yl)oxy)ethan-1-one-O-cyclohexyloxime